Fmoc-D-pipecolic acid C1CCN([C@H](C1)C(=O)O)C(=O)OCC2C3=CC=CC=C3C4=CC=CC=C24